O=C1NC2=C(OC13CN([C@@H](C3)C(=O)OC)C(=O)OC(C)(C)C)C=CC=C2 1'-(t-butyl) 5'-methyl (5'S)-3-oxo-3,4-dihydrospiro[benzo[b][1,4]oxazine-2,3'-pyrrolidine]-1',5'-dicarboxylate